O[C@](C)(CC)C=1NC(C=2SC(=C3OCCCC1C23)C=2C=NNC2)=O (R)-5-(2-hydroxybutan-2-yl)-1-(1H-pyrazol-4-yl)-4,6,7,8-tetrahydro-3H-9-oxa-2-thia-4-azabenzo[cd]azulen-3-one